O=C1C(C(CCC1)=O)CC#N (2,6-Dioxocyclohexyl)acetonitrile